7-[1-(1-Cyano-4-piperidyl)-5-methyl-triazol-4-yl]-5-[1-(5-fluoro-2-pyridyl)-3-hydroxy-propoxy]imidazo[1,2-a]pyridine-3-carbonitrile C(#N)N1CCC(CC1)N1N=NC(=C1C)C1=CC=2N(C(=C1)OC(CCO)C1=NC=C(C=C1)F)C(=CN2)C#N